N-[3-(2-benzoxazolyl)phenyl]-2-(cyclopentylthio)-acetamide O1C(=NC2=C1C=CC=C2)C=2C=C(C=CC2)NC(CSC2CCCC2)=O